FC=1C=C(C=NC1C1CN(CCC1)CC(F)(F)F)N 5-fluoro-6-(1-(2,2,2-trifluoroethyl)piperidin-3-yl)pyridin-3-amine